methyl 4-chloro-1-methyl-1H-imidazole-5-carboxylate ClC=1N=CN(C1C(=O)OC)C